Tert-butyl (1R,3s,5S)-3-((4-(methoxycarbonyl)-6-((5-methyl-1H-pyrazol-3-yl)amino)pyrimidin-2-yl)(methyl)amino)-8-azabicyclo[3.2.1]octane-8-carboxylate COC(=O)C1=NC(=NC(=C1)NC1=NNC(=C1)C)N(C1C[C@H]2CC[C@@H](C1)N2C(=O)OC(C)(C)C)C